Henicosan-11-yl ((((2R,3S,5R)-5-(6-amino-2-fluoro-9H-purin-9-yl)-2-ethynyl-3-hydroxytetra-hydrofuran-2-yl)methoxy)-(phenoxy)phosphoryl)-L-phenylalaninate NC1=C2N=CN(C2=NC(=N1)F)[C@H]1C[C@@H]([C@@](O1)(C#C)COP(=O)(OC1=CC=CC=C1)N[C@@H](CC1=CC=CC=C1)C(=O)OC(CCCCCCCCCC)CCCCCCCCCC)O